2,5-difluoro-4-(((1S,2S,4S)-4-(2-fluoro-3-(trifluoromethyl)phenyl)-2-(pyrrolidin-1-yl)cyclohexyl)-amino)-N-(pyrimidin-4-yl)benzenesulfonamide Hydrochloride Cl.FC1=C(C=C(C(=C1)N[C@@H]1[C@H](C[C@H](CC1)C1=C(C(=CC=C1)C(F)(F)F)F)N1CCCC1)F)S(=O)(=O)NC1=NC=NC=C1